C(C)(=O)OC[C@@H]1C=C[C@@H](O1)N1C(=O)NC(=O)C(C)=C1 5'-O-acetyl-2',3'-didehydro-3'-deoxythymidine